C1(=CC=CC=2C3=CC=CC=C3CC12)COC(=O)N[C@@H](COC(C)(C)C)C(=O)N[C@@H](COC(C)(C)C)C(=O)O N-fluorenylmethoxycarbonyl-O-tertiary butyl-L-seryl-O-tertiary butyl-L-serine